C(C1CO1)CCOCC[Si](OC)(OC)OC 2-glycidylethoxyethyl-trimethoxysilane